O=C1NC(CCC1N1C(C2=CC=C(C=C2C1=O)C#CCCCNC(OC(C)(C)C)=O)=O)=O tert-butyl N-[5-[2-(2,6-dioxopiperidin-3-yl)-1,3-dioxoisoindol-5-yl]pent-4-yn-1-yl]carbamate